ClC1=C(CNC([C@@H]2N(CCC2)C(=O)[C@@H]2CN(CCC2)S(=O)(=O)N2CC(C2)C#N)=O)C=CC=C1 N-(2-chlorobenzyl)-1-(((3S)-1-((3-cyano-1-azetidinyl)sulfonyl)-3-piperidinyl)carbonyl)-D-prolinamide